tert-butyl ((1r,3r)-3-((8-(tert-butylamino)-6-cyanopyrido[3,4-d]pyrimidin-2-yl)amino)-1-methylcyclobutyl)carbamate C(C)(C)(C)NC1=NC(=CC2=C1N=C(N=C2)NC2CC(C2)(C)NC(OC(C)(C)C)=O)C#N